Cl.COC(=O)C=1C=C(C2=C(N(N=N2)C/C(=C/CN)/F)C1)C1=CC(=CC=C1)S(NC)(=O)=O.C(C1=CC=CC=C1)C1=C(C=CC=C1)NS(=O)=O.[Na] sodium N-(2-benzyl-phenyl)sulfonamide Methyl-(Z)-1-(4-amino-2-fluorobut-2-en-1-yl)-4-(3-(N-methylsulfamoyl)phenyl)-1H-benzo[d][1,2,3]triazole-6-carboxylate hydrochloride